Dithioformate C(=S)[S-]